C(C1=CC=CC=C1)(=O)C=1C=C(C=CC1)C(C)C(=O)CC 2-(3-Benzoylphenyl)propione